C1(CC1)C1=NN(C=C1B1OC(C(O1)(C)C)(C)C)C(=O)OC(C)(C)C tert-butyl 3-cyclopropyl-4-(4,4,5,5-tetramethyl-1,3,2-dioxaborolan-2-yl)-1H-pyrazole-1-carboxylate